ClC1=NC=C(C(=N1)Cl)C(C)O (2,4-dichloropyrimidin-5-yl)ethanol